FC(OC1=C(C=C2C=NNC2=C1)C1=NNC=C1NC(=O)C=1C=NN2C1N=CC=C2)F N-(3-(6-(difluoromethoxy)-1H-indazol-5-yl)-1H-pyrazol-4-yl)pyrazolo[1,5-a]pyrimidine-3-carboxamide